2-[1-[(2-methoxyphenyl)methyl]pyridin-1-ium-3-yl]acethydrazide bistrifluoroacetate FC(C(=O)[O-])(F)F.FC(C(=O)[O-])(F)F.COC1=C(C=CC=C1)C[N+]1=CC(=CC=C1)CC(=O)NN.COC1=C(C=CC=C1)C[N+]1=CC(=CC=C1)CC(=O)NN